(S)-N-(2-(2-bromopyridin-4-yl)-1-((tert-butyldimethylsilyl)oxy)propan-2-yl)-2-methylpropane-2-sulfinamide BrC1=NC=CC(=C1)C(CO[Si](C)(C)C(C)(C)C)(C)N[S@@](=O)C(C)(C)C